ClC=1C=C(C=CC1Cl)N1N=C(C=C1)O 1-(3,4-dichlorophenyl)-1H-pyrazol-3-ol